N-(1-(3-chlorophenyl)-1H-pyrazol-5-yl)pyrazolo[1,5-a]pyrimidine-3-carboxamide ClC=1C=C(C=CC1)N1N=CC=C1NC(=O)C=1C=NN2C1N=CC=C2